4-[[2-(4,4-difluoro-3,3-dimethyl-but-1-ynyl)-3-fluoro-4-pyridyl]-(2,2-difluoroethyl)amino]-5-fluoro-1H-quinazolin-2-one FC(C(C#CC1=NC=CC(=C1F)N(C1=NC(NC2=CC=CC(=C12)F)=O)CC(F)F)(C)C)F